BrC1=CC=C(CN2C=3N(C4=C(C2=O)CN(CC4)CC4=CC=C(C=C4)F)CCN3)C=C1 4-(4-bromobenzyl)-7-(4-fluorobenzyl)-1,2,6,7,8,9-hexahydroimidazo[1,2-a]pyrido[3,4-e]pyrimidin-5(4H)-one